CN(C1=CC=C(C(=O)C2=CC=CC=C2)C=C1)C 4-(Dimethylamino)benzophenone